C(C1=CC=CC=C1)OC(=O)N1CC2(C1)CC(C2)C(=N)SC 6-[(methylthio)carbonimidoyl]-2-azaspiro[3.3]heptane-2-carboxylic Acid Benzyl ester